(E)-4-(benzo[d][1,3]dioxol-5-yl)-2,4,7-trimethylocta-2,6-dienal O1COC2=C1C=CC(=C2)C(/C=C(/C=O)\C)(CC=C(C)C)C